COC=1C=C2CCN(CC2=CC1OC)CCC1=CC=C(C=C1)N1N=C(N=N1)C1=C(C=CC(=C1)OCC1=CC=NC=C1)NC(=O)C=1OC2=CC=CC=C2C(C1)=O N-(2-(2-(4-(2-(6,7-Dimethoxy-3,4-dihydroisoquinolin-2(1H)-yl)ethyl)phenyl)-2H-tetrazol-5-yl)-4-(pyridin-4-ylmethoxy)phenyl)-4-oxo-4H-chromene-2-carboxamide